indoleethanol C1=CC=C2C(=C1)C(=CN2)CCO